17,17-dibutoxy-3,5-heptadecadiene C(CCC)OC(CCCCCCCCCCC=CC=CCC)OCCCC